ClC1=CC(=C(S1)C1=CC=C(C(=N1)C)O[C@@H]1C[C@H](CCC1)C(=O)O)COC(N(C)CCC(C)C)=O (1S,3S)-3-((6-(5-Chloro-3-(((isoamyl(methyl)carbamoyl)oxy)methyl)thiophen-2-yl)-2-methyl-Pyridin-3-yl)oxy)cyclohexane-1-carboxylic acid